α-ethylethylene C(C)C=C